ClC=1C=C(C=C(C1)NS(=O)(=O)C)NC(=O)C1=CN(C(=C1)C1=NC=C(C=C1OCC1=CC(=CC(=C1)F)N1CC(C1)(F)F)F)C N-(3-chloro-5-methanesulfonamidophenyl)-5-(3-{[3-(3,3-difluoroazetidin-1-yl)-5-fluorophenyl]methoxy}-5-fluoropyridin-2-yl)-1-methyl-1H-pyrrole-3-carboxamide